N-{[(3S,4R) or (3R,3S)-4-methyl-2-[6-methyl-3-(2H-1,2,3-triazol-2-yl)pyridine-2-carbonyl]-2-azabicyclo[3.1.1]heptan-3-yl]methyl}-1,3-benzoxazol-2-amine CC1C(N(C2CC1C2)C(=O)C2=NC(=CC=C2N2N=CC=N2)C)CNC=2OC1=C(N2)C=CC=C1